methyl 2-fluoro-4-((pyridin-3-ylamino)methyl)benzoate FC1=C(C(=O)OC)C=CC(=C1)CNC=1C=NC=CC1